1,2-di-(9Z-octadecenoyl)-sn-glycero-3-phosphate sodium salt [Na+].C(C=CCCCCCCCCCCCCCCC)(=O)OC[C@@H](OC(C=CCCCCCCCCCCCCCCC)=O)COP(=O)([O-])[O-].[Na+]